NC1=C(C=C(C=N1)NC(C(=O)N1[C@H](CC[C@@H](C1)C)C1=CC(=CC=C1)N1CCN(CC1)C)=O)C |r| Racemic-N-(6-amino-5-methyl-3-pyridyl)-2-[(2R,5S)-5-methyl-2-[3-(4-methylpiperazin-1-yl)phenyl]-1-piperidyl]-2-oxo-acetamide